C1(CC1)CNC=1N=CC2=C(N1)N(C(C(=C2)C2=C(C(=CC=C2F)NS(=O)(=O)N2C[C@@H](CC2)F)F)=O)[C@H]2CN(CC2)C(=O)OC(C)(C)C |&1:34| tert-butyl (3RS)-3-[2-(cyclopropylmethylamino)-6-[2,6-difluoro-3-[[(3R)-3-fluoropyrrolidin-1-yl]sulfonylamino]phenyl]-7-oxopyrido[2,3-d]pyrimidin-8-yl]pyrrolidine-1-carboxylate